1-{4-[10-(biphenyl-4-yl)-9-anthryl]Phenyl}-2-ethyl-1H-benzimidazole C1(=CC=C(C=C1)C1=C2C=CC=CC2=C(C2=CC=CC=C12)C1=CC=C(C=C1)N1C(=NC2=C1C=CC=C2)CC)C2=CC=CC=C2